perfluoro-pentanediol FC(C(C(C(C(F)(F)F)(F)F)(F)F)(F)F)(O)O